N-(furan-2-ylmethyl)-3-(3-(4-(hydroxymethyl)phenoxy)azetidin-1-yl)-2-(1H-pyrrol-1-yl)benzamide O1C(=CC=C1)CNC(C1=C(C(=CC=C1)N1CC(C1)OC1=CC=C(C=C1)CO)N1C=CC=C1)=O